(4-((1H-imidazol-2-yl)amino)piperidin-1-yl)(4'-(difluoromethyl)-[1,1'-biphenyl]-4-yl)methanone N1C(=NC=C1)NC1CCN(CC1)C(=O)C1=CC=C(C=C1)C1=CC=C(C=C1)C(F)F